BrC1=C(C=CC=C1)S(=O)(=O)C 1-bromo-2-(methylsulfonyl)benzene